3-Amino-7-ethoxy-4-(7-fluoro-1H-indazol-4-yl)-8-methyl-1H-1,5-naphthyridin-2-one NC=1C(NC2=C(C(=CN=C2C1C1=C2C=NNC2=C(C=C1)F)OCC)C)=O